ClCCOP(=O)(OCCCl)OCCCl tris(β-chloroethyl)phosphate